3-methyl-3H-imidazo[4,5-b]pyridin-6-ol CN1C=NC=2C1=NC=C(C2)O